(R)-(-)-valinol CC(C)[C@H](CO)N